2,3-dihydro-1H-indole-6-carbonitrile hydrochloride Cl.N1CCC2=CC=C(C=C12)C#N